N-(2-acetyl-4-nitrophenyl)thiazole-5-carboxamide tert-Butyl-{(1S)-1-[1-{5-[(cyclopropylcarbonyl)(methyl)amino]pyridin-2-yl}-3-(dimethylamino)-1H-1,2,4-triazol-5-yl]ethyl}carbamate C(C)(C)(C)N(C(O)=O)[C@@H](C)C1=NC(=NN1C1=NC=C(C=C1)N(C)C(=O)C1CC1)N(C)C.C(C)(=O)C1=C(C=CC(=C1)[N+](=O)[O-])NC(=O)C1=CN=CS1